O1CCC(=CC1)C=1C2=C(C(=NC1)OC)N=C(S2)NC(=O)N2C[C@@]1(CC2)CNCCC1 (S)-2,7-Diaza-spiro[4.5]decane-2-carboxylic acid [7-(3,6-dihydro-2H-pyran-4-yl)-4-methoxy-thiazolo[4,5-c]pyridin-2-yl]-amide